C(C)C1(OC2=C(O1)C=CC(=C2)C(C)=O)C 1-(2-ethyl-2-methylbenzo[d][1,3]dioxol-5-yl)ethan-1-one